C(C1=CC=CC=C1)N1CC(CC1)N(C)C=1C(=C(C=C(C1)C)S(=O)(=O)NC=1N=CSC1)F ((1-benzylpyrrolidin-3-yl)(methyl)amino)-2-fluoro-5-methyl-N-(thiazol-4-yl)benzenesulfonamide